2-((4-cyclohexylphenyl)amino)-3,4,5,6-tetrafluoro-N,N-dimethylbenzenesulfonamide C1(CCCCC1)C1=CC=C(C=C1)NC1=C(C(=C(C(=C1F)F)F)F)S(=O)(=O)N(C)C